tert-butyl methyl(2-((5-methylisoxazol-3-yl)oxy)ethyl)carbamate CN(C(OC(C)(C)C)=O)CCOC1=NOC(=C1)C